FC1(S(=O)(=O)C(C(C1C(F)F)F)F)F 2,2,4,5-tetrafluoro-3-(difluoromethyl)sulfolane